C(C)(C)(C)OC(=O)N1CCN(CC1)C1=CC=C(C=C1)B(O)O (4-(4-(t-butoxycarbonyl)piperazin-1-yl)phenyl)boronic acid